ClC=1C=C(C(=O)N([C@H]2CNCCC2)C2=NC=CC3=CC=CC(=C23)C)C=CC1NC1=NC=CC=N1 (R)-3-chloro-N-(8-methylisoquinolin-1-yl)-N-(piperidin-3-yl)-4-(pyrimidin-2-ylamino)benzamide